(3aS,5aS,8R,8aS,9R,10aS)-9-(tert-butyl)-6-cyclobutyl-9-hydroxy-2,4,7-trioxooctahydro-4H,9H-furo[3'',2'':2',3']cyclopenta[1',2':3,4]furo[2,3-b]pyrrol-8-yl benzoate C(C1=CC=CC=C1)(=O)O[C@@H]1[C@@]23[C@@H](N(C1=O)C1CCC1)OC([C@]21[C@H](C[C@@]3(O)C(C)(C)C)OC(C1)=O)=O